methyl 4-((2-(3-chloro-4-(trifluoromethoxy)phenyl)thiazol-4-yl)thio)-1H-1,2,3-triazole-5-carboxylate ClC=1C=C(C=CC1OC(F)(F)F)C=1SC=C(N1)SC=1N=NNC1C(=O)OC